2-(2-benzylhydrazono)acetic acid C(C1=CC=CC=C1)NN=CC(=O)O